ClC1=CC=C(C(=O)S)C=C1 4-chlorobenzoyl mercaptan